ON(C(OC(C)(C)C)=O)CC1=C(C=C2C([C@](C3(C(=C12)C)CC3)(C)O)=O)C tert-butyl (R)-hydroxy((6'-hydroxy-2',4',6'-trimethyl-7'-oxo-6',7'-dihydrospiro[cyclopropane-1,5'-inden]-3'-yl)methyl)carbamate